ClC=1C=C(C=C(C1OC1=NNC(C2=C(C=CC(=C12)F)F)=O)Cl)N1C(NC(C(=C1)C#N)=O)=O 1-(3,5-dichloro-4-((5,8-difluoro-4-oxo-3,4-dihydro-phthalazin-1-yl)oxy)phenyl)-2,4-dioxo-1,2,3,4-tetrahydropyrimidine-5-carbonitrile